3-[4-(4-chlorophenyl)sulfonyl-4-(2,5-difluorophenyl)cyclohexyl]Propionic acid ClC1=CC=C(C=C1)S(=O)(=O)C1(CCC(CC1)CCC(=O)O)C1=C(C=CC(=C1)F)F